3-oxo-2,6,9-triazaspiro[4.5]decane-6,9-dicarboxylic acid di-tert-butyl ester C(C)(C)(C)OC(=O)N1C2(CC(NC2)=O)CN(CC1)C(=O)OC(C)(C)C